BrC1=CC=CC=2C3=CC=CC=C3C3(C12)C=1C=CC=CC1C=1C2=C(C=CC13)C=CC=C2 bromo-spiro-(7H-benzo[c]fluorene-7,9'-fluorene)